2-(4-(2-((1-(2,2-difluoroethyl)-6-(dimethylphosphoryl)-1H-benzo[d]imidazol-2-yl)amino)-2-oxoethyl)-2-fluorophenoxy)pyridine-3-carboxamide FC(CN1C(=NC2=C1C=C(C=C2)P(=O)(C)C)NC(CC2=CC(=C(OC1=NC=CC=C1C(=O)N)C=C2)F)=O)F